[Si](C)(C)(C(C)(C)C)OCCC1(NC=C(C(=N1)N)C(F)(F)F)Cl 2-((tert-Butyldimethylsilanyloxy)ethyl)-2-chloro-5-(trifluoromethyl)pyrimidin-4-amine